FC(C=1C=C(C=CC1F)C=1C=C(C=NC1)CN1CC2(COC2)OC1=O)F 6-[[5-[3-(Difluoromethyl)-4-fluoro-phenyl]-3-pyridyl]methyl]-2,8-dioxa-6-azaspiro[3.4]octan-7-one